ClC=1C=C(C=C2C=C(N=CC12)NC(=O)[C@H]1[C@@H](C1)C=1C=NN(C1)C)C=1C(=NC=CC1C)C1=CC=NN1C trans-N-[8-chloro-6-[4-methyl-2-(1-methyl-1H-pyrazol-5-yl)pyridin-3-yl]Isoquinolin-3-yl]-2-(1-methyl-1H-pyrazol-4-yl)cyclopropane-1-carboxamide